(S)-4-((1-(4-chloro-8-(2-(methylthio)pyrimidin-5-yl)-1-oxo-2-phenyl-1,2-dihydroisoquinolin-3-yl)ethyl)amino)pyrido[2,3-d]pyrimidin-5(8H)-one ClC1=C(N(C(C2=C(C=CC=C12)C=1C=NC(=NC1)SC)=O)C1=CC=CC=C1)[C@H](C)NC=1C2=C(N=CN1)NC=CC2=O